Methyl 2-(4-((3,6-dimethoxy-9H-carbazole-9-yl)methyl)phenyl)acetate COC=1C=CC=2N(C3=CC=C(C=C3C2C1)OC)CC1=CC=C(C=C1)CC(=O)OC